methyl N-[3-(3-{4-[1-(2,6-dichlorophenyl)-3-(1,1,1,3,3,3-hexafluoro-2-hydroxypropan-2-yl)-4,5-dihydro-1H-pyrazol-5-yl]phenyl}benzenesulfonyl)propyl]-N-methylcarbamate ClC1=C(C(=CC=C1)Cl)N1N=C(CC1C1=CC=C(C=C1)C=1C=C(C=CC1)S(=O)(=O)CCCN(C(OC)=O)C)C(C(F)(F)F)(C(F)(F)F)O